2-oxo-N-propyl-2-[4-[5-(trifluoromethyl)-1,2,4-oxadiazol-3-yl]phenyl]acetamide O=C(C(=O)NCCC)C1=CC=C(C=C1)C1=NOC(=N1)C(F)(F)F